N1(N=CC=C1)C=1C=NC2=CC=C(C=C2N1)C(=O)C=1C=C(C=CC1F)NC(=O)NC1=CC(=C(C=C1)F)Cl 1-(3-(3-(1H-pyrazol-1-yl)quinoxaline-6-carbonyl)-4-fluorophenyl)-3-(3-chloro-4-fluorophenyl)urea